2-(((R)-1-(2-((R)-3,3-difluoro-4-methoxypiperidin-1-yl)-3,7-dimethyl-4-oxo-4H-pyrido[1,2-a]pyrimidin-9-yl)ethyl)amino)benzoic acid FC1(CN(CC[C@H]1OC)C=1N=C2N(C(C1C)=O)C=C(C=C2[C@@H](C)NC2=C(C(=O)O)C=CC=C2)C)F